endo-tricyclo[6.2.2.02,7]dodeca-4,9-diene-3,6-dione C12C3C(C=CC(C3C(C=C1)CC2)=O)=O